OC1(C(C=CC=C1)CC(C)=O)C 2-Hydroxy-2-methylphenylpropanone